(Z)-3-((3-butyl-7-(ethylthio)-1,1-dioxido-5-phenyl-2,3,4,5-tetrahydro-1,5-benzothiazepin-8-yl)oxy)-2-fluoroacrylic acid C(CCC)C1CS(C2=C(N(C1)C1=CC=CC=C1)C=C(C(=C2)O\C=C(\C(=O)O)/F)SCC)(=O)=O